3-(2-(2-methylpyridin-4-yl)-1H-indol-5-yl)quinoline CC1=NC=CC(=C1)C=1NC2=CC=C(C=C2C1)C=1C=NC2=CC=CC=C2C1